CC(=C)C=1C=C(C=CC1)C(C)(C)NC(O)=O N-[1-{3-(1-methylvinyl)-phenyl}1-methylethyl]carbamic acid